2-((tert-butoxycarbonyl)amino)-2-(3,3-difluorocyclohexyl)acetic acid C(C)(C)(C)OC(=O)NC(C(=O)O)C1CC(CCC1)(F)F